N-(5-cyclopropyl-6-(2-(ethoxymethoxy)-4-formylphenyl)pyridazin-3-yl)-2-(dimethylamino)acetamide C1(CC1)C=1C=C(N=NC1C1=C(C=C(C=C1)C=O)OCOCC)NC(CN(C)C)=O